Cl.C(C)[C@H]1OC2=C(CNC1)C=NC=C2 (R)-2-ethyl-2,3,4,5-tetrahydropyrido[3,4-f][1,4]oxazepine, hydrochloride